tert-butyl (2-(4-isopropylpiperazin-1-yl)ethyl)(1-(3-(5-(trifluoromethoxy)-1H-indol-2-yl)phenyl)piperidin-4-yl)carbamate C(C)(C)N1CCN(CC1)CCN(C(OC(C)(C)C)=O)C1CCN(CC1)C1=CC(=CC=C1)C=1NC2=CC=C(C=C2C1)OC(F)(F)F